Cl.C[C@@H]1N[C@H](C1)C (2S,4S)-2,4-dimethylazetidine hydrochloride